C1(CC1)C=1C=C2C3(CN(C(C2=CC1)=O)CC(=O)O)C(C3)(F)F 2-(6'-Cyclopropyl-2,2-difluoro-1'-oxo-1'h-spiro[cyclopropane-1,4'-isoquinoline]-2'(3'h)-yl)acetic acid